C(C)(C)[C@H]1CC[C@H](CC1)N1CCC(CC1)N1C(=CC2=CC=CC=C12)CNS(=O)(=O)C1=CC=C(C=C1)C N-((1-(1-(cis-4-isopropylcyclohexyl)piperidin-4-yl)-1H-indole-2-yl)methyl)-4-methyl-benzenesulfonamide